C(C)CC(=O)[O-].C(C)CC(=O)[O-].C(C)(C)O[Ti+2]OC(C)C Diisopropoxytitanium bis(ethyl acetate)